C1CC(CCC1)C(=O)N 3-cyclohexanecarboxamide